CN1C(C2(C3=C1C=NC=1C=CC(=CC31)C=3C=C(C(=NC3)N3CC1N(C(C3)C1)C(=O)OC(C)(C)C)NS(=O)(=O)C)CCC2)=O tert-Butyl 3-(5-(3'-methyl-2'-oxo-2',3'-dihydrospiro[cyclobutane-1,1'-pyrrolo[2,3-c]quinolin]-8'-yl)-3-(methylsulfonamido) pyridin-2-yl)-3,6-diazabicyclo[3.1.1]heptane-6-carboxylate